CC1=NC=2C=CC(=CC2C2=C1C(N(C2=O)C2=CC=C(C=C2)C)=O)S(=O)(=O)N2CCCCC2 4-methyl-2-(4-methylphenyl)-8-(piperidine-1-sulfonyl)-1H,2H,3H-pyrrolo[3,4-c]quinoline-1,3-dione